4-(6-((3-hexylnonyl)oxy)-6-oxohexyl)piperazine-1-carboxylic acid C(CCCCC)C(CCOC(CCCCCN1CCN(CC1)C(=O)O)=O)CCCCCC